5-hydroxy-2-(3-(4-methylpiperazin-1-yl)-3-oxopropyl)benzo[d]Oxazole-4-carbaldehyde OC1=CC=C2C(N=C(O2)CCC(=O)N2CCN(CC2)C)=C1C=O